C(C)(C)(C)C=1C=C(NN1)NC(=O)NC1=CC=C(C=C1)N1C=NC2=C1C=CC(=C2)OCCOCCN(C)C2=C1C(N(C(C1=CC=C2)=O)C2C(NC(CC2)=O)=O)=O (5-tert-butyl-2H-pyrazol-3-yl)-3-(4-{5-[2-(2-{[2-(2,6-dioxopiperidin-3-yl)-1,3-dioxo-2,3-dihydro-1H-isoindol-4-yl]-methyl-amino}-ethoxy)-ethoxy]-benzimidazol-1-yl}-phenyl)-urea